CN(C(=O)N1CCC(CC1)C1=NN2C(S1)=NC(=C2)C2=CC=C(C=C2)S(=O)(=O)C)C N,N-dimethyl-4-(6-(4-(methylsulfonyl)phenyl)imidazo[2,1-b][1,3,4]thiadiazol-2-yl)piperidin-1-carboxamid